Cl.FC(OC=1C=C(C=CC1)[C@H](COC(F)(F)F)N)F (R)-1-(3-(difluoromethoxy)phenyl)-2-(trifluoromethoxy)ethan-1-amine hydrochloride